[Se](=O)(OC1=CC=CC=C1)[O-] phenyl selenite